(1s,3s)-N-(5-tert-butyl-4-chloro-1,3-thiazol-2-yl)-3-(cyanoamino)-1-fluorocyclobutane-1-carboxamide C(C)(C)(C)C1=C(N=C(S1)NC(=O)C1(CC(C1)NC#N)F)Cl